3-(5-(4-(2-((3r,5r,7r)-adamantan-1-yl)ethyl)-1,4-diazepan-1-yl)-2-methyl-4-oxoquinazolin-3(4H)-yl)piperidine-2,6-dione C12(CC3CC(CC(C1)C3)C2)CCN2CCN(CCC2)C2=C3C(N(C(=NC3=CC=C2)C)C2C(NC(CC2)=O)=O)=O